(S)-7-methyl-5-oxa-8-azaspiro[3.5]nonane C[C@H]1COC2(CCC2)CN1